(1-(tetrahydro-2H-pyran-2-yl)-5-((triisopropylsilyl)ethynyl)-7,8-dihydro-1H-benzo[f]indazol-4-yl)boronic acid O1C(CCCC1)N1N=CC2=C(C3=C(C=C12)CCC=C3C#C[Si](C(C)C)(C(C)C)C(C)C)B(O)O